1-(2-methylphenyl)piperidine CC1=C(C=CC=C1)N1CCCCC1